2-((1-methyl-1H-pyrazolo[4,3-d]pyrimidin-7-yl)amino)butanoic acid CN1N=CC=2N=CN=C(C21)NC(C(=O)O)CC